FC1C(C)O1 epoxyfluoropropane